8-(4-methoxy-3-methylphenyl)-1,4-dioxaspiro[4.5]dec-7-ene COC1=C(C=C(C=C1)C1=CCC2(OCCO2)CC1)C